(3-chlorophenyl)methanol ClC=1C=C(C=CC1)CO